C1(CC1)CSC1=CC(=C(CCN)C=C1OC)OC 4-cyclopropylmethylthio-2,5-dimethoxyphenethylamine